2,3,6,7,10,11-hexa-mercapto-Triphenylene Hydrate O.SC1=CC=2C3=CC(=C(C=C3C3=CC(=C(C=C3C2C=C1S)S)S)S)S